C(C)N1CC=CC=C1 1-ETHYL-PYRIDINE